C(C=C)(=O)OCCCN1C=[N+](C=C1)C 1-(3-(acryloyloxy)propyl)-3-methylimidazolium